1-cyclopropyl-8-chloro-6-fluoro-1,4-dihydro-7-(3-(morpholino)pyrrolidinyl)-4-oxo-3-quinolinecarboxylic acid C1(CC1)N1C=C(C(C2=CC(=C(C(=C12)Cl)N1CC(CC1)N1CCOCC1)F)=O)C(=O)O